C(C=C)SSC[C@H](N)C(=O)O S-Allylmercaptocysteine